4-(tert-butyl)-N-(4-(2-methylpyridin-4-yl)-3-(2H-tetrazol-5-yl)phenyl)piperidine-1-carboxamide C(C)(C)(C)C1CCN(CC1)C(=O)NC1=CC(=C(C=C1)C1=CC(=NC=C1)C)C=1N=NNN1